2-azidoethyl 2-acetamino-2-deoxy-beta-dl-galactopyranoside N(C(=O)C)[C@H]1[C@H](OCCN=[N+]=[N-])O[C@@H]([C@@H]([C@@H]1O)O)CO |&1:4,13,14,15|